C(=O)C1=CC=C2CCCN(C2=N1)C(=O)NC1=NC=C(C(=C1)OC(C)C)C#CC1=CC=NC=C1 7-Formyl-N-(4-isopropoxy-5-(pyridin-4-ylethynyl)pyridin-2-yl)-3,4-dihydro-1,8-naphthyridine-1(2H)-carboxamide